ClC1=CC=C(C=N1)NC1=NC=CC2=CC(=CC=C12)OCCN1C[C@@H](O[C@@H](C1)C)C N-(6-chloropyridin-3-yl)-6-(2-((2S,6R)-2,6-dimethylmorpholino)ethoxy)isoquinolin-1-amine